2-(2,6-difluorophenyl)thiazole-4-formamide 2-hydroxy-5-(5,6,7-trihydroxy-4-oxo-4H-chromen-2-yl)phenolate OC1=C(C=C(C=C1)C=1OC2=CC(=C(C(=C2C(C1)=O)O)O)O)[O-].FC1=C(C(=CC=C1)F)C=1SC=C(N1)C(=O)N